1,3-bisaminoethyl-cyclohexane NCCC1CC(CCC1)CCN